C(CCCCCCCCC)[P+](C1=CC=CC=C1)(C1=CC=CC=C1)C1=CC=CC=C1 DECYLTRIPHENYLPHOSPHONIUM